C(C)(C)(C)OC(=O)N1CCN(CC1)C=1C(C2=C(N(C1CC)CC(=O)O)OC(=N2)C2=CC(=NC=C2)OC)=O 2-[6-(4-tert-butoxycarbonylpiperazin-1-yl)-5-ethyl-2-(2-methoxy-4-pyridyl)-7-oxo-oxazolo[5,4-b]pyridin-4-yl]acetic acid